C(C)(C)(C)C1=CC=C(C=C1)CN1C(CCC1=O)CC(=O)NCC1OCCC1 2-[1-[(4-tert-butylphenyl)methyl]-5-oxopyrrolidin-2-yl]-N-(oxolan-2-ylmethyl)acetamide